NC(C)(C)C=1C=C(N)C=CC1 3-(2-aminopropan-2-yl)aniline